N(=[N+]=[N-])C(C(=O)C1=CC=C(C=C1)Cl)Br 2-azido-1-(4-chlorophenyl)-2-bromoethane-1-one